FC(CN(CCC(C(=O)O)NC(=O)C1=CC=C2C=NN(C2=C1)C)CCCCC1=NC=2NCCCC2C=C1)COC 4-[[2-fluoro-3-methoxy-propyl]-[4-(5,6,7,8-tetrahydro-1,8-naphthyridin-2-yl)butyl]amino]-2-[(1-methylindazole-6-carbonyl)amino]butanoic acid